2-(4-methoxy-1-methyl-6-oxo-1,6-dihydropyridin-3-yl)-4-nitrobenzaldehyde COC=1C(=CN(C(C1)=O)C)C1=C(C=O)C=CC(=C1)[N+](=O)[O-]